C1=C(C=CC2=CC=CC=C12)C=1NC(C=2N(C1)N=CC2)=O 6-(2-naphthyl)-4-oxo-5H-pyrazolo[1,5-a]pyrazine